(S)-(1-methyl-pyrrolidin-2-yl)methanol CN1[C@@H](CCC1)CO